methyl 2-iodo-3-((2-methylallyl)oxy)isonicotinate IC=1C(=C(C(=O)OC)C=CN1)OCC(=C)C